4-(4-((1R,5S)-3,8-diazabicyclo[3.2.1]octan-3-yl)-2-((2-(methylamino)ethyl)amino)quinazolin-7-yl)naphthalen-2-ol [C@H]12CN(C[C@H](CC1)N2)C2=NC(=NC1=CC(=CC=C21)C2=CC(=CC1=CC=CC=C21)O)NCCNC